ClC=1C=CC(=C(C1)C1=CC(N(C=C1OC)C(C(=O)NC1=CC2=CN(N=C2C=C1)C)C[C@H]1OCCCC1)=O)C1=NOCC1 2-{4-[5-chloro-2-(4,5-dihydro-1,2-oxazol-3-yl)phenyl]-5-methoxy-2-oxopyridin-1(2H)-yl}-N-(2-methyl-2H-indazol-5-yl)-3-[(2S)-tetrahydro-2H-pyran-2-yl]propionamide